NC1=NNC(=C1)[C@@H]1CC(CC1)[C@]12COCC(N1)C2 (1R,3S)-3-(3-amino-1H-pyrazol-5-yl)cyclopentyl-3-oxa-6-azabicyclo[3.1.1]heptane